N[C@H](C(=O)O)[C@H](C)O (2S,3S)-2-amino-3-hydroxybutanoic acid